BrC[P+](C1=CC=CC=C1)(C1=CC=CC=C1)C1=CC=CC=C1 (Bromomethyl)triphenylphosphonium